N1C(CCNCCCCNCCCN)C1 Methanospermine